CC(C)[C@@H](C)C=C[C@@H](C)[C@H]1CC[C@H]2C=3C=CC4=CC(CC[C@]4(C)C3CC[C@]12C)=O Ergosta-4,6,8,22-tetraen-3-one